(1-bromoethyl)benzene BrC(C)C1=CC=CC=C1